[7-[4-fluoro-2-(2-methoxyethoxy)phenyl]-6-(7-prop-2-enoyl-6,8-dihydro-5H-[1,2,4]triazolo[1,5-a]pyrazin-2-yl)thieno[3,2-c]pyridin-4-yl] trifluoromethanesulfonate FC(S(=O)(=O)OC1=NC(=C(C2=C1C=CS2)C2=C(C=C(C=C2)F)OCCOC)C2=NN1C(CN(CC1)C(C=C)=O)=N2)(F)F